CC1([C@@]23[C@H](N(S(C2)(=O)=O)C(CCCCCCCCCCCCCC)=O)C[C@H]1CC3)C ((3aS,6R,7aR)-8,8-dimethyl-2,2-dioxidotetrahydro-3H-3a,6-methanobenzo[c]-isothiazol-1(4H)-yl)pentadecan-1-one